2-(2,6-dioxopiperidin-3-yl)-6-fluoro-4-((4-(piperidin-1-ylmethyl)benzyl)thio)isoindoline-1,3-dione O=C1NC(CCC1N1C(C2=CC(=CC(=C2C1=O)SCC1=CC=C(C=C1)CN1CCCCC1)F)=O)=O